FC(C1=CC=C(C=C1)N1N=C(C=2C1=NC=CC2)C2=CC(N(C=C2)CC2=NC(=NC=C2)NC)=O)F 4-(1-(4-(difluoromethyl)phenyl)-1H-pyrazolo[3,4-b]pyridin-3-yl)-1-((2-(methylamino)pyrimidin-4-yl)methyl)pyridin-2(1H)-one